ClC1=CC(=C(C=C1)C1=NN2C(CN(CC2)C(C=C)=O)=C1C1=CC(=NC=C1)NC)F 1-[2-(4-chloro-2-fluorophenyl)-3-[2-(methylamino)pyridin-4-yl]-6,7-dihydropyrazolo[1,5-a]pyrazin-5(4H)-yl]prop-2-en-1-one